6-azaniumylhexylazanium [NH3+]CCCCCC[NH3+]